ClC1=CC=C(CN2N(C3=C(CN(CC3)CC=3C=C(C#N)C=CC3)C2=O)C)C=C1 3-((2-(4-chlorobenzyl)-1-methyl-3-oxo-1,2,3,4,6,7-hexahydro-5H-pyrazolo[4,3-c]pyridin-5-yl)methyl)benzonitrile